methyl 8-(2-(dimethylamino)-3-((8-(2-octylcyclopropyl)octyl)oxy)propoxy)octanoate CN(C(COCCCCCCCC(=O)OC)COCCCCCCCCC1C(C1)CCCCCCCC)C